FC=1C=C2C(N(C(=NC2=CC1)NC=1C=NC=CC1)C=1C=NC=CC1)=O 6-fluoro-3-(pyridin-3-yl)-2-(pyridin-3-ylamino)quinazolin-4(3H)-one